(3,5-dibromophenylsulfonyl)-3,5-dibromobenzene BrC=1C=C(C=C(C1)Br)S(=O)(=O)C1=CC(=CC(=C1)Br)Br